P(=O)(O)(O)OC[C@H]([C@H]([C@@H](CC(C(=O)[O-])=O)O)O)O 7-phospho-2-dehydro-3-deoxyarabinoheptonate